4-(4,5-dichloro-2-methoxyphenyl)pyridine-2-carboxamide ClC1=CC(=C(C=C1Cl)C1=CC(=NC=C1)C(=O)N)OC